FC=1C(=NC=C(C1)OCCO)N1C(N(C=2C=NC=3C=C(C(=CC3C21)C=2C=NN(C2)C)OC)C)=O 1-[3-Fluoro-5-(2-hydroxyethoxy)-2-pyridyl]-7-methoxy-3-methyl-8-(1-methylpyrazol-4-yl)imidazo[4,5-c]quinolin-2-one